ClC=1C(=NC(=CC1)C1=CC2=C(OC(O2)(F)F)C=C1OC)C(=O)OC Methyl 3-chloro-6-(2,2-difluoro-6-methoxybenzo[d][1,3]dioxol-5-yl)picolinate